O1C2=C(OCC1)C=C(C=C2)C2=C(C#N)C(=CC=C2)N2CCC(CC2)NCC(CO)(C)C 2-(2,3-dihydrobenzo[b][1,4]dioxin-6-yl)-6-(4-(3-hydroxy-2,2-dimethylpropylamino)piperidin-1-yl)benzonitrile